NCC(O)C=1C=CC(=NC1)C1=C(C=C(C#N)C=C1)CN1C(=NC(=C1)C1=CC=CC=C1)C 4-[5-(2-amino-1-hydroxyethyl)pyridin-2-yl]-3-[(2-methyl-4-phenylimidazol-1-yl)methyl]benzonitrile